(6,6-dimethyl-4-oxo-1-phenyl-4,5,6,7-tetrahydro-1H-indol-2-yl)(phenyl)methyl (1r,3R,5S)-adamantane-1-carboxylate C12(CC3CC(CC(C1)C3)C2)C(=O)OC(C2=CC=CC=C2)C=2N(C=3CC(CC(C3C2)=O)(C)C)C2=CC=CC=C2